N[C@H]1C[C@@H](C[C@H]1O)C(=O)N[C@@H](C12CCC(CC1)(C2)F)C2=C(C(=CC=C2F)Cl)F (1S,3S,4R)-3-amino-N-((S)-(3-chloro-2,6-difluorophenyl)(4-fluoro-bicyclo[2.2.1]hept-1-yl)methyl)-4-hydroxycyclopentane-1-carboxamide